C(C)(C)(C)OC(=O)N1CCN(CC1)C1=CC=C(C=C1)C1=C(C=C(C=C1)Cl)N1CC(CC(C1)N1N=CC(=C1C(F)F)C(=O)OCC)(F)F 4-(4'-chloro-2'-{5-[5-(difluoromethyl)-4-(ethoxycarbonyl)-1H-pyrazol-1-yl]-3,3-difluoropiperidin-1-yl}[1,1'-biphenyl]-4-yl)piperazine-1-carboxylic acid tert-butyl ester